ClC1=CC=C(C=C1)C=1N=CN(C1C1=CC=NC=C1)CC(=O)NC1CN(CC1)C 2-[4-(4-chlorophenyl)-5-(pyridin-4-yl)-1H-imidazol-1-yl]-N-(1-methylpyrrolidin-3-yl)acetamide